CC(CNCCN(C)C)N(C)C N,N,N',N',N'-pentamethyldiethylenetriamine